6-chloro-2-(4-methylpiperazin-1-yl)-N-((3-methylthiophen-2-yl)methyl)pyrido[3,4-d]pyrimidin-4-amine ClC1=CC2=C(N=C(N=C2NCC=2SC=CC2C)N2CCN(CC2)C)C=N1